COC=1C(=NC=NC1)N1CCN(CC1)CN1C=CC2=CC=CC=C12 ((4-(5-methoxypyrimidin-4-yl)piperazin-1-yl)methyl)-1H-indole